N-methyl-3-(1-methyl-1H-indazol-6-yl)-5-(prop-2-enamido)benzamide CNC(C1=CC(=CC(=C1)NC(C=C)=O)C1=CC=C2C=NN(C2=C1)C)=O